tert-Butyl N-[6-[1-(benzenesulfonyl)pyrrolo[2,3-b]pyridin-4-yl]-5-methyl-3-pyridyl]carbamate C1(=CC=CC=C1)S(=O)(=O)N1C=CC=2C1=NC=CC2C2=C(C=C(C=N2)NC(OC(C)(C)C)=O)C